4-methyl-3-(1-methylethyl)-2-pentanol CC(C(C(C)O)C(C)C)C